ClC1=CC2=C(OCC(N2)C(=O)O)C=C1 6-chloro-3,4-dihydro-2H-benzo[b][1,4]oxazine-3-carboxylic acid